C(C)(C)(C)OC(=O)N1C(CNCC1)C1=NC(=NC(=C1)C1=CC=C(C=C1)Cl)Cl (2-chloro-6-(4-chlorophenyl)pyrimidin-4-yl)piperazine-1-carboxylic acid tert-butyl ester